C1C[C@H]2CC(C[C@@H]1N2C3=NC4=C(C=C(C=C4S3)C(=O)O)F)OCC5=C(ON=C5C6=CC=CC=C6OC(F)(F)F)C7CC7 2-[(1R,3r,5s)-3-({5-cyclopropyl-3-[2-(trifluoromethoxy)phenyl]-1,2-oxazol-4-yl}methoxy)-8-azabicyclo[3.2.1]octan-8-yl]-4-fluoro-1,3-benzothiazole-6-carboxylic acid